C(CCC)(C=1C(=CC(=C(C1)C(C)(C)C)O)C)C=1C(=CC(=C(C1)C(C)(C)C)O)C 4,4'-butylidene-bis-(6-tert-butyl-m-cresol)